methyl (S)-2-(oxazol-2-yl)-6-(thiazole-5-carbonyl)-2,6-diazaspiro[3.4]octane-8-carboxylate O1C(=NC=C1)N1CC2(C1)CN(C[C@H]2C(=O)OC)C(=O)C2=CN=CS2